3-cyclopropyl-8-fluoro-5-(5-fluoropyridin-2-yl)-N-[6-(4-isopropyl-4H-1,2,4-triazol-3-yl)pyridin-2-yl]-5,6-dihydro-4H-benzo[f]imidazo[1,5-a][1,4]diazepine-9-carboxamide C1(CC1)C=1N=CN2C1CN(CC1=C2C=C(C(=C1)F)C(=O)NC1=NC(=CC=C1)C1=NN=CN1C(C)C)C1=NC=C(C=C1)F